2-(3-chlorobenzyl)-3-(2-fluorophenyl)-2,6-dihydropyrrolo[3,4-c]pyrazole ClC=1C=C(CN2N=C3C(=C2C2=C(C=CC=C2)F)C=NC3)C=CC1